3,4,5-trifluorobenzenesulfonamide FC=1C=C(C=C(C1F)F)S(=O)(=O)N